FC=1C(=NC(=NC1)NC1=NC=C(C=C1)CO)C1=CNC2=C(C=CC=C12)NC([C@@H](COC)N1CCN(CC1)C)=O (R)-N-(3-(5-fluoro-2-((5-(hydroxymethyl)pyridin-2-yl)amino)pyrimidin-4-yl)-1H-indol-7-yl)-3-methoxy-2-(4-methylpiperazin-1-yl)propanamide